3-Acetyl-5-Ethoxy-N-Methylbenzamide C(C)(=O)C=1C=C(C(=O)NC)C=C(C1)OCC